10-oxo-3,4,7,8,9,10-hexahydropyrido[4',3':3,4]Pyrazolo[1,5-a]Pyrazine-2(1H)-carboxylic acid tert-butyl ester C(C)(C)(C)OC(=O)N1CC=2C(=NN3C2C(NCC3)=O)CC1